C(C1=CC=CC=C1)OC=1C(=NC=NC1OCC1=CC=CC=C1)CN1C(N(C(C1)C1=CC=C(C=C1)C#CC1=CC=C(C=C1)CN1CC2C(C1)COC2)C(C)C)=O 1-((5,6-bis(benzyloxy)pyrimidin-4-yl)methyl)-3-isopropyl-4-(4-((4-((tetrahydro-1H-furo[3,4-c]pyrrol-5(3H)-yl)methyl)phenyl)ethynyl)phenyl)imidazolidin-2-one